1,3,10-decanetriol C(CC(CCCCCCCO)O)O